C(C)(C)(C)OC(=O)N1CCC(CC1)N1N=NC(=C1C)C(=O)O 1-(1-tert-butoxycarbonyl-4-piperidinyl)-5-methyl-triazole-4-carboxylic acid